C(C)(C)(C)OC(=O)NCC(=O)NC(CC(=O)OCC1=CC=CC=C1)C(=O)OC1=CC=C(C=C1)[N+](=O)[O-] 1-benzyl 4-nitrophenyl 3-{2-[(tert-butoxycarbonyl)amino] acetamido}butanedioate